N,2,2,6,6-pentamethyl-N-{5-[3-(1H-pyrazol-4-yl)phenoxy]-1,3,4-thiadiazol-2-yl}piperidin-4-amine hydrochloride Cl.CN(C1CC(NC(C1)(C)C)(C)C)C=1SC(=NN1)OC1=CC(=CC=C1)C=1C=NNC1